phenyl-(5-phenyl-1,2,4-oxadiazol-3-yl)methanone C1(=CC=CC=C1)C(=O)C1=NOC(=N1)C1=CC=CC=C1